N1(CCC1)C1CCN(CC1)C1=C(C=C(C(=C1)OC)NC1=NC=NC(=C1)N1OCC[C@@H]1C1=CC(=CC=C1)OC1=CC=CC=C1)NC(C=C)=O (R)-N-(2-(4-(azetidin-1-yl)piperidin-1-yl)-4-methoxy-5-((6-(3-(3-phenoxyphenyl)isoxazolidin-2-yl)pyrimidin-4-yl)amino)phenyl)acrylamide